C1=C(C=CC=2OC3=C(C21)C=CC=C3)[C@@H](C)NC3=CN=C(N(C3=O)C(C(=O)O)C)C3=C(C=CC=C3)F 2-(5-(((R)-1-(dibenzo[b,d]furan-2-yl)ethyl)amino)-2-(2-fluorophenyl)-6-oxopyrimidin-1(6H)-yl)propanoic acid